(2R)-3-(4-aminophenyl-ethyl)-2-(2-(4-bromophenyl)-5-(4-fluorophenyl)-2H-1,2,3-triazol-4-yl)oxazolidin-4-one NC1=CC=C(C=C1)CCN1[C@H](OCC1=O)C1=NN(N=C1C1=CC=C(C=C1)F)C1=CC=C(C=C1)Br